5-[4,4-dimethyl-5-oxo-3-[2-(2-oxotetrahydrofuran-3-yl)ethyl]-2-thioxo-imidazolidin-1-yl]-3-methylthio-pyridine-2-carbonitrile CC1(N(C(N(C1=O)C=1C=C(C(=NC1)C#N)SC)=S)CCC1C(OCC1)=O)C